((1S*,5S*,9R*)-9-(4-isopropylphenyl)-4-oxa-1,3-diazabicyclo[3.3.1]non-6-en-3-yl)-2-phenylethan-1-one C(C)(C)C1=CC=C(C=C1)[C@H]1N2CN(O[C@H]1C=CC2)C(CC2=CC=CC=C2)=O |o1:9,14|